cycloundecanoic acid C1(CCCCCCCCCC1)C(=O)O